6-chloro-3,4-dihydroisoquinoline-4-d ClC=1C=C2C(CN=CC2=CC1)[2H]